N'-((1,2,3,5,6,7-hexahydro-s-indacen-4-yl)carbamoyl)-6,7-dihydro-4H-thieno[3,2-c]pyran-2-sulfonimidamide C1CCC2=C(C=3CCCC3C=C12)NC(=O)N=S(=O)(N)C1=CC=2COCCC2S1